sodium-manganese-iron-oxide [O-2].[Fe+2].[Mn+2].[Na+]